tert-butyl (2R,5R)-5-(((S)-4-(difluoromethyl)-2-oxooxazolidin-3-yl) methyl)-2-methylpiperazine-1-carboxylate FC([C@H]1N(C(OC1)=O)C[C@@H]1NC[C@H](N(C1)C(=O)OC(C)(C)C)C)F